FC(C1=CC=2SC(=CC2S1)C(=O)O)(F)F 5-(trifluoromethyl)thieno[3,2-b]thiophene-2-carboxylic acid